O=C1NC(CCC1N1C(C2=CC(=C(C=C2C1=O)F)N1CC2(CCC1)CCN(CC2)C2CCN(CC2)C2=C(C=C(C(=C2)OC)[N+](=O)[O-])C=2C=NN(C2)C)=O)=O 2-(2,6-dioxopiperidin-3-yl)-5-fluoro-6-(9-(1-(5-methoxy-2-(1-methyl-1H-pyrazol-4-yl)-4-nitrophenyl)piperidin-4-yl)-2,9-diazaspiro[5.5]undecan-2-yl)isoindoline-1,3-dione